3-(2-hydroxy-3-p-tolylaminopropyl)-1H-1,2,4-triazole-5(4H)-thione OC(CC1=NNC(N1)=S)CNC1=CC=C(C=C1)C